ClC=1C=C2C(=CC1Cl)NC([C@]21CN(CC1)S(=O)(=O)CCO)=O (3S)-5,6-dichloro-1'-(2-hydroxyethanesulfonyl)-1H-spiro[indole-3,3'-pyrrolidin]-2-one